3-(4-(3-fluoro-3-(methoxymethyl)azetidin-1-yl)pyridin-3-yl)azetidine-1-carboxylic acid tert-butyl ester C(C)(C)(C)OC(=O)N1CC(C1)C=1C=NC=CC1N1CC(C1)(COC)F